6-chloro-4-((2S,4R,SR)-5-ethyl-4-((5-isopropoxypyridin-2-yl)oxy)-2-methylpiperidin-1-yl)-1-methylpyrido[3,2-d]pyrimidin-2(1H)-one ClC=1C=CC=2N(C(N=C(C2N1)N1[C@H](C[C@H]([C@H](C1)CC)OC1=NC=C(C=C1)OC(C)C)C)=O)C |&1:15|